(1S,3R,4S)-2-(2-chloro-9-hydroxy-9H-fluorene-9-carbonyl)-N-((R)-1-cyano-2-((R)-2-oxopiperidin-3-yl)ethyl)-5,5-difluoro-2-azabicyclo[2.2.2]octane-3-carboxamide ClC1=CC=2C(C3=CC=CC=C3C2C=C1)(C(=O)N1[C@@H]2CC([C@H]([C@@H]1C(=O)N[C@H](C[C@@H]1C(NCCC1)=O)C#N)CC2)(F)F)O